S=C(C)O sulfenyl-ethanol